3-(4-(5-(7-chloro-2-oxospiro[indoline-3,4'-piperidine]-1'-yl)pentyl)-1-oxoisoindolin-2-yl)piperidine-2,6-dione ClC=1C=CC=C2C1NC(C21CCN(CC1)CCCCCC1=C2CN(C(C2=CC=C1)=O)C1C(NC(CC1)=O)=O)=O